6-(4-chlorophenyl)-2-(3,5-dichlorophenyl)-3-oxo-2,3-dihydropyridazine-4-carboxylic acid ClC1=CC=C(C=C1)C=1C=C(C(N(N1)C1=CC(=CC(=C1)Cl)Cl)=O)C(=O)O